1,4-bis(m-methylphenyl)-1,2-diallyl-1-buten-3-yne CC=1C=C(C=CC1)C(=C(C#CC1=CC(=CC=C1)C)CC=C)CC=C